FC=1C=2N(C=C(C1)C1=NC=C(C(=N1)C)C(=O)N[C@@H]1C[C@@H](N(CC1)C(=O)OC(C)(C)C)C)C=C(N2)C tert-butyl (2S,4S)-4-[[2-(8-fluoro-2-methyl-imidazo[1,2-a]pyridin-6-yl)-4-methyl-pyrimidine-5-carbonyl] amino]-2-methyl-piperidine-1-carboxylate